3-Indolepropionic acid-d2 N1C(=C(C=2C(=CC=CC12)[2H])CCC(=O)O)[2H]